4-{7-[(1S,3S,4R)-5-methylidene-2-azabicyclo[2.2.1]heptane-3-carbonyl]-2,7-diazaspiro[3.5]nonan-2-yl}-2-(2,2,2-trifluoroethyl)thieno[2,3-b]pyridine-5-carbonitrile C=C1[C@@H]2[C@H](N[C@H](C1)C2)C(=O)N2CCC1(CN(C1)C1=C3C(=NC=C1C#N)SC(=C3)CC(F)(F)F)CC2